C[C@@H]1C[C@H](CN1)NC(=O)C=1OC=CN1 N-((3R,5R)-5-methylpyrrolidin-3-yl)oxazole-2-carboxamide